(S)-N-(5-((9-ethyl-3,9-diazaspiro[5.5]undecan-3-yl)methyl)pyridin-2-yl)-5-fluoro-4-(5-fluoro-1-(trifluoromethyl)-2,3-dihydro-1H-benzo[d]pyrrolo[1,2-a]imidazol-7-yl)pyrimidin-2-amine C(C)N1CCC2(CCN(CC2)CC=2C=CC(=NC2)NC2=NC=C(C(=N2)C2=CC3=C(N=C4N3[C@@H](CC4)C(F)(F)F)C(=C2)F)F)CC1